FC=1C=CC(=NC1)OCC=1N=C2N(C=C(C=N2)C=2C=NC(=CC2)C(F)(F)F)C1 2-[(5-fluoro-2-pyridinyl)oxymethyl]-6-[6-(trifluoromethyl)-3-pyridinyl]imidazo[1,2-a]pyrimidine